4-((5-chloro-4-(1-isopropyl-1H-pyrazol-4-yl)pyrimidin-2-yl)amino)-N-(2-chlorophenyl)-3-methoxybenzamide ClC=1C(=NC(=NC1)NC1=C(C=C(C(=O)NC2=C(C=CC=C2)Cl)C=C1)OC)C=1C=NN(C1)C(C)C